ClC1=NC(=C2N=CN(C2=N1)C(CC)CC)NCC=1C(NC(=CC1C)C)=O 3-(((2-chloro-9-(pentan-3-yl)-9H-purin-6-yl)amino)methyl)-4,6-dimethylpyridin-2(1H)-one